COC(=O)C=1C(OC(C(C1C=1C=C(C=CC1CC)C1=C(C=C(C=C1)Cl)Cl)=O)(C)C)(C)C 4-(2',4'-dichloro-4-ethyl-[1,1'-biphenyl]-3-yl)-5,6-dihydro-2,2,6,6-tetramethyl-5-oxo-2H-pyran-3-ylcarboxylic acid methyl ester